C1(=CC=CC=C1)C=1C(N(C(C1C1=CC=CC=C1)=O)C1=CC=C(C=C1)C(F)(F)F)=O 3,4-diphenyl-1-(4-(trifluoromethyl)phenyl)-1H-pyrrole-2,5-dione